C(C)(C)(C)C1=CC=C(C=C1)SC=C(C1=CC=CC=C1)NC(C(=C)C)=O N-(2-((4-(tert-butyl)phenyl)thio)-1-phenylvinyl)methacrylamide